C(C)(C)(C)OC(CCC(=O)N1CCC(CC1)C1=CC=C(C=C1)NC1C(NC(CC1)=O)=O)=O.BrC=1C=C(N)C=C(C1OC=1N=NC(=C(C1[2H])C([2H])[2H])Cl)Cl 3-bromo-5-chloro-4-((6-chloro-5-dideuteromethyl-4-deuteropyridazin-3-yl)oxy)aniline tert-butyl-4-[4-[4-[(2,6-dioxo-3-piperidyl)amino]phenyl]-1-piperidyl]-4-oxo-butanoate